N-(2-(((cis-4-isopropylcyclohexyl)oxy)methyl)-1-(tetrahydrofuran-3-ylcarbonyl)piperidin-3-yl)methanesulfonamide C(C)(C)[C@H]1CC[C@H](CC1)OCC1N(CCCC1NS(=O)(=O)C)C(=O)C1COCC1